[Cr].C1=CC=CC1.[P] phosphorus monocyclopentadiene chromium